C(C)(C)(C)OC(=O)N1CCC2(CC1)CCC(CC2)OCCOS(=O)(=O)C2=CC=C(C)C=C2 9-(2-(tosyloxy)ethoxy)-3-azaspiro[5.5]Undecane-3-carboxylic acid tert-butyl ester